3-bromo-N-(2,2,2-trifluoroethyl)pyridin-2-amine BrC=1C(=NC=CC1)NCC(F)(F)F